C(C)(C)(C)OC(=O)N1CCC(CC1)=CC(=O)OC.C(CCCCC)OC=CC1=CC=CC=C1 (2-(hexyloxy)vinyl)benzene tert-butyl-4-(2-methoxy-2-oxoethylidene)piperidine-1-carboxylate